N1C(=NC2=C1C=CC=C2)C2=CC(=NN2CC2=CC=C(C=C2)OC)NC(C2=CC(=C(C=C2)OCCO)C)=O N-[5-(1H-benzimidazol-2-yl)-1-[(4-methoxyphenyl)methyl]pyrazol-3-yl]-4-(2-hydroxyethoxy)-3-methyl-benzamide